CC1=CC(=C(O[Ti])C(=C1)C(C)(C)C)C(C)(C)C 4-methyl-2,6-di(tert-butyl)phenoxytitanium